(4-(4-(5-acetyl-4-amino-2-fluorophenyl)-3-aminoisoxazolo[4,5-c]pyridin-7-yl)-1H-pyrazol-1-yl)methyl (((2R,3S,4S,5R)-3,4,5,6-tetrahydroxytetrahydro-2H-pyran-2-yl)methyl) carbonate C(OCN1N=CC(=C1)C=1C2=C(C(=NC1)C1=C(C=C(C(=C1)C(C)=O)N)F)C(=NO2)N)(OC[C@H]2OC([C@@H]([C@H]([C@@H]2O)O)O)O)=O